(R)-N-(1-(3-amino-5-(trifluoromethyl)phenyl)ethyl)-2-methyl-6-phenyl-7-(pyrrolidin-1-yl)pyrido[2,3-d]pyrimidin-4-amine NC=1C=C(C=C(C1)C(F)(F)F)[C@@H](C)NC=1C2=C(N=C(N1)C)N=C(C(=C2)C2=CC=CC=C2)N2CCCC2